ClC=1C=C2C(=C3C4(NC(NC13)=O)CCCCC4)OC(=C2)C(=O)NCC2=NC=C(C=C2)C(F)(F)F 5'-chloro-7'-oxo-N-{[5-(trifluoromethyl)pyridin-2-yl]methyl}-7',8'-dihydro-6'H-spiro[cyclohexane-1,9'-furo[2,3-f]quinazoline]-2'-carboxamide